COC=1C(=C2C=CN(C2=C(C1)C)C(=O)OC(C)(C)C)CN1C(CNCC1)C1=CC(=C(C=C1)C(=O)OC)OC tert-butyl 5-methoxy-4-((2-(3-methoxy-4-(methoxycarbonyl)phenyl)piperazin-1-yl)methyl)-7-methyl-1H-indole-1-carboxylate